COC1=C(C=CC=C1)S(=O)(=O)NC1=NOC2=C1C1=C(C(=C2)CN2N=CC(=C2)CNC(OC(C)(C)C)=O)OCCO1 tert-butyl ((1-((9-((2-methoxyphenyl)sulfonamido)-2,3-dihydro-[1,4]dioxino[2',3':5,6]benzo[1,2-d]isoxazol-5-yl)methyl)-1H-pyrazol-4-yl)methyl)carbamate